F/C=C(\CN)/COC1=CC=C(C=C1)S(=O)(=O)C[C@@H]1COCC1 (S,E)-3-fluoro-2-((4-(((tetrahydrofuran-3-yl)methyl)sulfonyl)phenoxy)methyl)prop-2-en-1-amine